(2R,3R,4R,5S,6R)-2-[4-chloro-3-(4-ethoxyphenoxy)phenyl]-6-(hydroxymethyl)oxane-3,4,5-triol ClC1=C(C=C(C=C1)[C@H]1O[C@@H]([C@H]([C@@H]([C@H]1O)O)O)CO)OC1=CC=C(C=C1)OCC